OCC=1N=NN(C1C)C1=CC(=C(C=N1)C#N)C 6-(4-(hydroxymethyl)-5-methyl-1H-1,2,3-triazol-1-yl)-4-methylpyridine-3-carbonitrile